COC1=C(SC(=C1)C(=O)O)C(=O)O 3-methoxythiophene-2,5-dicarboxylic acid